FC(C1=C(C=CC(=C1)F)C(C)N1C[C@@H](N(C[C@H]1CC)C=1C=2N(N(C(C1)=O)C)C=C(N2)CC#N)CC)F 2-(8-((2s,5r)-4-(1-(2-(difluoromethyl)-4-fluorophenyl)ethyl)-2,5-diethylpiperazin-1-yl)-5-methyl-6-oxo-5,6-dihydroimidazo[1,2-b]pyridazin-2-yl)acetonitrile